N-hydroxy-4-(3-(4-((((1R,2S)-2-(1,3,3-trimethyl-2-oxoindolin-5-yl)cyclopropyl)amino)methyl)piperidin-1-yl)propyl)benzamide ONC(C1=CC=C(C=C1)CCCN1CCC(CC1)CN[C@H]1[C@@H](C1)C=1C=C2C(C(N(C2=CC1)C)=O)(C)C)=O